N1C(NC(C12CNCCCC2)=O)=O 1,3,7-triazaspiro[4.6]undecane-2,4-dione